2-Imino-8-methyl-10-oxo-1-phenethyl-1,10-dihydro-2H-1,9,10a-triaza-anthracene-3-carboxylic acid (furan-2-ylmethyl)-amide O1C(=CC=C1)CNC(=O)C=1C(N(C=2N=C3C(=CC=CN3C(C2C1)=O)C)CCC1=CC=CC=C1)=N